4-(2,2-dichlorovinyl)phenol ClC(=CC1=CC=C(C=C1)O)Cl